tert-butyl 2-(4-(3-amino-6-chloropyridazin-4-yl)phenoxy)acetate NC=1N=NC(=CC1C1=CC=C(OCC(=O)OC(C)(C)C)C=C1)Cl